OC(=O)C(F)(F)F.C(#N)C=1C=CC(=C(C(=O)N)C1)C1=C2CNCC2=CC=C1 5-cyano-2-(isoindolin-4-yl)benzamide TFA salt